7-bromo-1-cyclopropyl-6-fluoro-2-methylquinolin-4(1H)-one BrC1=C(C=C2C(C=C(N(C2=C1)C1CC1)C)=O)F